C1ON(C(C)(CC2=CC=CC=C2)O1)CC1=CC=CC=C1 methylenedioxybenzyl-amphetamine